3-PHENOXYPROPANAL O(C1=CC=CC=C1)CCC=O